2-(tributylstannyl)-6-(trifluoromethyl)pyridine C(CCC)[Sn](C1=NC(=CC=C1)C(F)(F)F)(CCCC)CCCC